C[C@H]1CN(CCN1CC1(CCC1)C)CC1=CC=2N(C=C1)N=CC2N2C(NC(CC2)=O)=O (S)-1-(5-((3-methyl-4-((1-methylcyclobutyl)methyl)piperazin-1-yl)methyl)pyrazolo[1,5-a]pyridin-3-yl)dihydropyrimidine-2,4(1H,3H)-dione